C(C1=CC=CC=C1)OC=1C(=CC2=C(CN(S(O2)(=O)=O)CC=2C=C(C=CC2C)C(CC(=O)OCC)C2=C(C3=C(N(N=N3)CCCCOCC3=CC=C(C=C3)OC)C=C2)C)C1)Cl ethyl 3-[3-[(6-benzyloxy-7-chloro-2,2-dioxo-4H-1,2λ6,3-benzoxathiazin-3-yl)methyl]-4-methyl-phenyl]-3-[1-[4-[(4-methoxyphenyl)methoxy]butyl]-4-methyl-benzotriazol-5-yl]propanoate